N1(C=NC=2C1=C1C(=NC2)NC=C1)C12CC(C1)(C2)NC(=O)C2CC2 N-(3-(imidazo[4,5-d]pyrrolo[2,3-b]pyridin-1(6H)-yl)bicyclo[1.1.1]pentan-1-yl)cyclopropanecarboxamide